1,1-di(p-tolyl)thiourea C1(=CC=C(C=C1)N(C(=S)N)C1=CC=C(C=C1)C)C